N-((2S,3R)-1-(((2R,3R,4R,5S,6S)-6-((7H-purin-6-yl)amino)-4,5-dihydroxy-2-(hydroxymethyl)tetrahydro-2H-pyran-3-yl)amino)-3-hydroxy-1-oxobutan-2-yl)pentadecanamide N1=CN=C2N=CNC2=C1N[C@@H]1[C@H]([C@@H]([C@H]([C@@H](O1)CO)NC([C@H]([C@@H](C)O)NC(CCCCCCCCCCCCCC)=O)=O)O)O